C1(=CC=C2C=CC=C3C4=CC=CC5=CC=CC(C1=C23)=C45)C(=O)N peryleneamidic acid